2-{[4-({2-[(4-cyano-2-fluorophenoxy)methyl]pyrimidin-4-yl}oxy)piperidin-1-yl]methyl}-1-{[1-(fluoromethyl)cyclopropyl]methyl}-1H-1,3-benzodiazole-6-carboxylic acid C(#N)C1=CC(=C(OCC2=NC=CC(=N2)OC2CCN(CC2)CC2=NC3=C(N2CC2(CC2)CF)C=C(C=C3)C(=O)O)C=C1)F